Cl.NC1=C(C=C(N=N1)C1=C(C=CC=C1)O)C1=CC=C(C=C1)C1CCN(CC1)C1CCC(CC1)N 2-(6-amino-5-(4-(1-(4-aminocyclohexyl)piperidin-4-yl)phenyl)pyridazin-3-yl)phenol hydrochloride